C(C)NC(=O)NC=1OC(=CN1)CN1CCN(CC1)C=1C(=NC(=CC1)N1N=CC=C1)C 1-ethyl-3-(5-((4-(2-methyl-6-(1H-pyrazol-1-yl)pyridin-3-yl)piperazin-1-yl)methyl)oxazol-2-yl)urea